ClC=1C=C(C=CC1)N1C2=C(C(=C1)C(F)(F)F)[C@@H](C(C2)(F)F)O (S)-1-(3-chlorophenyl)-5,5-difluoro-3-(trifluoromethyl)-1,4,5,6-tetrahydrocyclopenta[b]pyrrol-4-ol